2-bromo-N-((6-cyclopropyl-8-(4-methylpiperazin-1-yl)imidazo[1,2-a]pyridin-2-yl)methyl)pyridin-4-amine BrC1=NC=CC(=C1)NCC=1N=C2N(C=C(C=C2N2CCN(CC2)C)C2CC2)C1